ethyl 2-oxa-7-azaspiro[4.4]nonane-9-carboxylate C1OCCC12CNCC2C(=O)OCC